(S)-2-amino-2-cycloheptyl-N-(5-(1-cyclopropyl-4-methyl-1H-1,2,3-triazol-5-yl)pyridin-2-yl)acetamide N[C@H](C(=O)NC1=NC=C(C=C1)C1=C(N=NN1C1CC1)C)C1CCCCCC1